NCC#CC(C[N+](=O)[O-])C 2-(3-aminoprop-1-yn-1-yl)-1-nitropropane